PC(=O)O phosphinocarboxylic acid